Cl.CC1=C(C=C(C=C1)C12N(CC(NC1)C2)C(=O)N)C2=NC=CC=C2 (4-Methyl-3-(pyridin-2-yl)phenyl)-2,5-diazabicyclo[2.2.1]heptane-2-carboxamide hydrochloride